(E)-N-(1-(3-(4-bromophenyl)acryloyl)azetidin-3-yl)-4-methoxybenzamide BrC1=CC=C(C=C1)/C=C/C(=O)N1CC(C1)NC(C1=CC=C(C=C1)OC)=O